(R)-4-hydroxy-4-phenylbutanamide O[C@H](CCC(=O)N)C1=CC=CC=C1